tert-Butyl 3-methyl-6-(2-oxo-3,4-dihydro-1H-quinolin-6-yl)-3,4-dihydro-2H-pyridine-1-carboxylate CC1CN(C(=CC1)C=1C=C2CCC(NC2=CC1)=O)C(=O)OC(C)(C)C